N-(5-amino-4-fluoro-2-methoxyphenyl)isoquinoline-8-carboxamide NC=1C(=CC(=C(C1)NC(=O)C=1C=CC=C2C=CN=CC12)OC)F